N,N'-bis-(1,4-dimethylpentyl)p-benzeneDiamine CC(CCC(C)C)NC1=CC=C(C=C1)NC(CCC(C)C)C